FC(C(=O)O)(F)F.NCCOCCOCCOCCOCCOCCNC(COC1=C2C(N(C(C2=CC=C1)=O)C1C(NC(CC1)=O)=O)=O)=O N-(17-amino-3,6,9,12,15-pentaoxaheptadecyl)-2-((2-(2,6-dioxopiperidin-3-yl)-1,3-dioxoisoindolin-4-yl)oxy)acetamide trifluoroacetate